2,4,6-trimethylbenzoylbenzene CC1=C(C(=O)C2=CC=CC=C2)C(=CC(=C1)C)C